2-(2-bromophenoxy)-5-(2,6-dichlorophenyl)-6H-pyrimido[1,6-b]pyridazin-6-one BrC1=C(OC=2C=CC=3N(N2)C=NC(C3C3=C(C=CC=C3Cl)Cl)=O)C=CC=C1